O=C1NC(CCC1N1CC2=CC=C(C=C2C1=O)NCC(=O)N(CC=1C=NN(C1)C)C)=O 2-[[2-(2,6-dioxo-3-piperidyl)-3-oxo-isoindolin-5-yl]amino]-N-methyl-N-[(1-methylpyrazol-4-yl)methyl]acetamide